(E)-3-(4-((E)-1-(7-fluoro-1H-indol-5-yl)-2-phenylbut-1-en-1-yl)phenyl)acrylic acid FC=1C=C(C=C2C=CNC12)\C(=C(/CC)\C1=CC=CC=C1)\C1=CC=C(C=C1)/C=C/C(=O)O